2-chloro-2,4-difluoroacetophenone C1=CC(=C(C=C1F)F)C(=O)CCl